triisopropylsilanthiol C(C)(C)[Si](S)(C(C)C)C(C)C